tert-Butyl 2-methyl-4-oxobutan-2-ylcarbamate CC(C)(CC=O)NC(OC(C)(C)C)=O